(5,6-dihydro-[1,4,2]-dioxazin-3-yl)-(2-hydroxyphenyl)-methanone-O-methyl oxime CON=C(C1=C(C=CC=C1)O)C1=NOCCO1